N1=CC(=CC2=C1N1[C@H](CNS2(=O)=O)CCC1)C#N (S)-6,7,7a,8,9,10-hexahydropyrido[2,3-f]pyrrolo[2,1-d][1,2,5]thiadiazepine-3-carbonitrile 5,5-dioxide